3-(cyclopropanesulfonamido)-4-fluoro-2,3-dihydrobenzofuran-7-carboxamide C1(CC1)S(=O)(=O)NC1COC2=C1C(=CC=C2C(=O)N)F